C(CCC\C=C/C\C=C/C\C=C/C\C=C/CCCCC)(=O)OC(CCCCCCCCCCCCCCCCCC)=O nonadecanoyl arachidonate